(1R,5R,9E,18S)-5-ethyl-3-imino-16,16-dimethyl-15,25-dioxa-2,4,19-triazahexacyclo[19.6.2.22,5.211,14.013,18.024,28]tritriaconta-9,11,13,21,23,28,30-heptaene-20,33-dione C(C)[C@@]12NC(N([C@@H]3CCOC4=CC=C(C(N[C@H]5CC(OC6=C5C=C(/C=C/CCC1)C=C6)(C)C)=O)C=C34)C(C2)=O)=N